tert-butyl 4-[3-(6-hydroxy-4-oxo-quinazolin-3-yl)-1-methyl-propyl]piperidine-1-carboxylate OC=1C=C2C(N(C=NC2=CC1)CCC(C)C1CCN(CC1)C(=O)OC(C)(C)C)=O